tert-Butyl ((1S,3S)-3-((5-(methylcarbamoyl)pyrazin-2-yl)amino)cyclopentyl)carbamate CNC(=O)C=1N=CC(=NC1)N[C@@H]1C[C@H](CC1)NC(OC(C)(C)C)=O